C1NCC12CC(C2)C2=NC(=C(N2C)C2=CC(=CC1=CC=CC=C21)O)C=2C=C1C=NN(C1=CC2)C 4-[2-(2-azaspiro[3.3]heptan-6-yl)-3-methyl-5-(1-methylindazol-5-yl)imidazol-4-yl]naphthalen-2-ol